3-(4-hydroxy-1H-pyrazol-1-yl)-3-methylbutanenitrile OC=1C=NN(C1)C(CC#N)(C)C